CS(=O)(=O)C1=CC=C2C(=CNC2=C1)S(=O)(=O)NC1=C(C=C(C(=C1)F)F)F 6-(methylsulfonyl)-N-(2,4,5-trifluorophenyl)-1H-indole-3-sulfonamide